((2-(trimethylsilyl)ethoxy)methyl)-1H-pyrrole-2-carboxamide C[Si](CCOCN1C(=CC=C1)C(=O)N)(C)C